3-bicyclo[4.2.0]octa-1,3,5-trieneboronic acid C12=CC(=CC=C2CC1)B(O)O